ethyl 2-[3-[1-[2-fluoro-5-[6-fluoro-4-methylsulfonyl-1-(p-tolylsulfonyl) indol-5-yl]oxy-phenyl]pyrazol-3-yl]-3-methyl-2H-benzofuran-7-yl]acetate FC1=C(C=C(C=C1)OC=1C(=C2C=CN(C2=CC1F)S(=O)(=O)C1=CC=C(C=C1)C)S(=O)(=O)C)N1N=C(C=C1)C1(COC2=C1C=CC=C2CC(=O)OCC)C